OC1=C(C=C(C=C1)N1C(C2=CC=C(C=C2CC1C)C1=CC=CC=C1)=O)NS(=O)(=O)C N-(2-hydroxy-5-(3-methyl-1-oxo-6-phenyl-3,4-dihydroisoquinolin-2(1H)-yl)phenyl)methanesulfonamide